CS(=O)(=O)CCCN1CC(NCC1)C 4-(3-methanesulfonylpropyl)-2-methylpiperazine